FC1=C(C(=O)OC(C)(C)C)C=CC=C1N tert-butyl 2-fluoro-3-aminobenzoate